CC1=CC=C(C=C1)S(=O)(=O)OCC(CCOCC1=CC=C(C=C1)OC)COS(=O)(=O)C1=CC=C(C=C1)C 4-[(4-methoxyphenyl)methoxy]-2-{[(4-methylbenzene-1-sulfonyl)oxy]methyl}butyl 4-methylbenzene-1-sulfonate